NCCCN1CC(NCC1)=O 4-(3-aminopropyl)piperazin-2-one